hydrogenphosphate-citric acid C(CC(O)(C(=O)O)CC(=O)O)(=O)O.P(=O)(O)(O)O